5-[4-[[(2R)-1-ethylazetidin-2-yl]methoxy]-2-methyl-pyrazol-3-yl]-N-[2-methyl-6-(trifluoromethyl)pyrimidin-4-yl]pyrazolo[1,5-a]pyridin-2-amine C(C)N1[C@H](CC1)COC1=C(N(N=C1)C)C1=CC=2N(C=C1)N=C(C2)NC2=NC(=NC(=C2)C(F)(F)F)C